COC1=CC=C2C(C(NC2=C1OCC)=O)=O 6-methoxy-7-ethoxyindole-2,3-dione